6-hydroxy-2,5,7,8-tetramethyl-chroman OC=1C(=C2CCC(OC2=C(C1C)C)C)C